C(C)(C)(C)C1=C(C(=CC(=C1)C(C=C(C1=CC=C(C=C1)OC)Cl)C1=CC(=CC=C1)OC)C(C)(C)C)O 2,6-di-tert-butyl-4-(3-chloro-1-(3-methoxyphenyl)-3-(4-methoxyphenyl)allyl)phenol